Triethylchlorosilan C(C)[Si](Cl)(CC)CC